ClC(=CC(F)(F)F)Cl 1,1-dichloro-3,3,3-Trifluoropropene